NC1=NC(=C(C=C1C=1C=C2CCNC(C2=CC1)=O)C1=CC=C(C=C1)N1C[C@@H](CC1)N(C)CC1CC1)F (R)-6-(2-amino-5-(4-(3-((cyclopropylmethyl)(methyl)amino)pyrrolidin-1-yl)phenyl)-6-fluoropyridin-3-yl)-3,4-dihydroisoquinolin-1(2H)-one